C(C1=CC=CC=C1)O[C@@H]1C[C@]2(N(C=3C(=NN=C(C3)Cl)N(C2)C(=O)OC(C)(C)C)C1)C tert-butyl (6aR,8R)-8-(benzyloxy)-2-chloro-6a-methyl-6a,7,8,9-tetrahydro-pyrrolo[1',2':4,5]pyrazino[2,3-c]pyridazine-5(6H)-carboxylate